phenethyl-urea C(CC1=CC=CC=C1)NC(=O)N